(e)-2-methyl-N-(2-methylpentyl)undecan-1-imine oxide CC(\C=[N+](/CC(CCC)C)\[O-])CCCCCCCCC